C(C=C)(=O)[Ni]O.[Pt].[Ni] nickel-platinum alloyl-nickel hydroxide